oxadiazolyl-(oxadiazole) O1N=NC(=C1)C=1N=NOC1